1-(4-methoxyphenyl)-3-trifluoromethyl-6-isopropylazulene COC1=CC=C(C=C1)C1=CC(=C2C=CC(=CC=C12)C(C)C)C(F)(F)F